BrC1=C(C(=O)O)C(=CC=C1Br)Br 2,3,6-tribromobenzoic acid